N1N=NC2=NC(=CC=C21)C=2C=C(C(=O)NC1=CC=C(C=C1)OCCC1COC1)C=CC2 3-(1H-[1,2,3]Triazolo[4,5-b]pyridin-5-yl)-N-(4-(2-(oxetan-3-yl)ethoxy)phenyl)benzamide